2-((4-(phenylsulfonyl)phenyl)thio)pyrimidin-4-amine C1(=CC=CC=C1)S(=O)(=O)C1=CC=C(C=C1)SC1=NC=CC(=N1)N